N1=C(C=CC=C1)C=1NC2=CC=CC=C2C1C=O 2-PYRIDIN-2-YL-1H-INDOLE-3-CARBALDEHYDE